C(C)OCCCC(=O)N(C)C 4-ethoxy-N,N-dimethylbutyramide